BrC1=CC=C2C(=N1)NC=C2S(=O)(=O)NC2=C(C=C(C=C2)I)F 6-bromo-N-(2-fluoro-4-iodophenyl)-1H-pyrrolo[2,3-b]pyridine-3-sulfonamide